C(C)(C)(CC)C1=CC=C(C(=C1)C(C)(C)CC)O 4,6-di-tert-amylphenol